FC1(CCN(CC1)C(=O)N1CCN2C=C(C3=CC(=CC(=C23)C1)F)C=1C(NC(C1C1=CN=C2N1C=CC=C2)=O)=O)F 3-(2-(4,4-difluoropiperidine-1-carbonyl)-9-fluoro-1,2,3,4-tetrahydro-[1,4]diazepino[6,7,1-hi]indol-7-yl)-4-(imidazo[1,2-a]pyridin-3-yl)-1H-pyrrole-2,5-dione